6,6'-((3,5-dimethylphenyl)azanediyl)bis(4-bromo-2-methyl-N-(quinolin-8-yl)benzamide) CC=1C=C(C=C(C1)C)N(C1=CC(=CC(=C1C(=O)NC=1C=CC=C2C=CC=NC12)C)Br)C1=CC(=CC(=C1C(=O)NC=1C=CC=C2C=CC=NC12)C)Br